methyl 5-(2,2,2-trifluoroethyl)-1-(2-trimethylsilylethoxymethyl)pyrazole-4-carboxylate FC(CC1=C(C=NN1COCC[Si](C)(C)C)C(=O)OC)(F)F